NC1=NN2C(C=C(C=C2)C=2C=NC(=C(C(=O)NCC3=C(C=CC=C3)OC(C)C)C2)C)=N1 5-(2-amino-[1,2,4]triazolo[1,5-a]pyridin-7-yl)-N-(2-isopropoxybenzyl)-2-methylnicotinamide